CC(CCNC1CC2(C1)CCNCC2)(C)C N-(3,3-Dimethylbutyl)-7-azaspiro[3.5]nonan-2-amine